C(C(C)C)C1(C=CC=C1)[Zr](N(C)C)(N(C)C)N(C)C (isobutylcyclopentadienyl)tris(dimethylamino)zirconium